Phenyl N'-cyano-N-(2-methyl-2H-indazol-5-yl)carbamimidate C(#N)N=C(NC1=CC2=CN(N=C2C=C1)C)OC1=CC=CC=C1